N-(4-((R*)-2-(4-chloro-2,6-difluorophenyl)propyl)-6-(((R)-1-hydroxy-4-methylpentan-2-yl)amino)-1,3,5-triazin-2-yl)methanesulfonamide ClC1=CC(=C(C(=C1)F)[C@@H](CC1=NC(=NC(=N1)N[C@@H](CO)CC(C)C)NS(=O)(=O)C)C)F |o1:8|